(R)-4-methyl-N-(1-(2-methyl-3-(trifluoromethyl)phenyl)ethyl)-7-morpholinopyrido[3,4-d]pyridazin-1-amine CC=1N=NC(=C2C1C=NC(=C2)N2CCOCC2)N[C@H](C)C2=C(C(=CC=C2)C(F)(F)F)C